(R)-1-HYDROXY-N,N-BIS(4-METHOXYBENZYL)-3-METHYLBUTANE-2-SULFONAMIDE OC[C@@H](C(C)C)S(=O)(=O)N(CC1=CC=C(C=C1)OC)CC1=CC=C(C=C1)OC